COC1CCC(CC1)NC(=O)C1=NC(=CN=C1)C1=CC=NN1 N-((1r,4r)-4-methoxycyclohexyl)-6-(1H-pyrazol-5-yl)pyrazine-2-carboxamide